(1-(1,4-Dibromo-6,7-dihydro-5H-cyclopenta[c]pyridin-3-yl)-2-(3,5-difluorophenyl)ethyl)carbamic acid tert-butyl ester C(C)(C)(C)OC(NC(CC1=CC(=CC(=C1)F)F)C1=C(C2=C(C(=N1)Br)CCC2)Br)=O